ClC1=CC=C(C(=N1)C(=O)NS(=O)(=O)C)N[C@H](C)C=1C=C(C=C2C(N(C(=NC12)N1CC2=NN(C=C2C1)CC(F)(F)F)CC)=O)C (R)-6-chloro-3-((1-(3-ethyl-6-methyl-4-oxo-2-(2-(2,2,2-trifluoroethyl)-2,6-dihydropyrrolo[3,4-c]pyrazol-5(4H)-yl)-3,4-dihydroquinazolin-8-yl)ethyl)amino)-N-(methylsulfonyl)picolinamide